COC=1C=C2CCN(CC2=CC1OC)CCC1=CC=C(C=C1)[N+](=O)[O-] 6,7-dimethoxy-2-(4-nitrophenylethyl)-1,2,3,4-tetrahydroisoquinoline